C(C)OC(CC)(OCC=1C=C(C=C)C=CC1)C m-(1-ethoxy-1-methylpropoxy)methylstyrene